stearic acid isopropyl amide C(C)(C)NC(CCCCCCCCCCCCCCCCC)=O